N-((2R,3S)-1-((1-cyanocyclopropyl)carbonyl)-2-(((cis-4-phenylcyclohexyl)oxy)methyl)-piperidin-3-yl)methanesulfonamide C(#N)C1(CC1)C(=O)N1[C@H]([C@H](CCC1)NS(=O)(=O)C)CO[C@@H]1CC[C@@H](CC1)C1=CC=CC=C1